Tert-butyl ((2S)-1-((2S,4R)-4-hydroxy-2-((7-(4-methylthiazol-5-yl)chroman-4-yl)formamido)pyrrolidin-1-yl)-3,3-dimethyl-1-oxobutan-2-yl)carbamate O[C@@H]1C[C@H](N(C1)C([C@H](C(C)(C)C)NC(OC(C)(C)C)=O)=O)NC(=O)C1CCOC2=CC(=CC=C12)C1=C(N=CS1)C